1-((R)-2-(3-((2-((3S,4R)-3-fluoro-4-methoxypiperidin-1-yl)pyrimidin-4-yl)amino)-5-isopropyl-8-(3-((methylsulfonyl)methyl)azetidin-1-yl)isoquinolin-6-yl)pyrrolidin-1-yl)prop-2-en-1-one F[C@H]1CN(CC[C@H]1OC)C1=NC=CC(=N1)NC=1N=CC2=C(C=C(C(=C2C1)C(C)C)[C@@H]1N(CCC1)C(C=C)=O)N1CC(C1)CS(=O)(=O)C